ClC=1C=CC2=C([C@@H](C[C@@H](O2)C(=O)NC23CC(C2)(C3)C3=NOC(=C3)C3=CC=C(C=C3)Cl)O)C1 (2R,4R)-6-chloro-N-{3-[5-(4-chlorophenyl)-1,2-oxazol-3-yl]bicyclo[1.1.1]pentan-1-yl}-4-hydroxy-3,4-dihydro-2H-1-benzopyran-2-carboxamide